cyclopent-1-en-1-ylmethanamine C1(=CCCC1)CN